3-(5-(((1S,2R)-3,3-difluoro-2-(3-(1-(3-methylbicyclo[1.1.1]pentane-1-carbonyl)piperidin-4-yl)azetidin-1-yl)cyclohexyl)oxy)-1-oxoisoindolin-2-yl)piperidine-2,6-dione FC1([C@@H]([C@H](CCC1)OC=1C=C2CN(C(C2=CC1)=O)C1C(NC(CC1)=O)=O)N1CC(C1)C1CCN(CC1)C(=O)C12CC(C1)(C2)C)F